C1(=CC=CC=C1)SC1=CC=C(C=C1)C(C(CC1CCCCC1)=NO)=O 1-(4-phenylthiophenyl)-(3-cyclohexyl)-propane-1,2-dione-2-oxime